dicyclopentadienylzinc C1(C=CC=C1)[Zn]C1C=CC=C1